5,5',5'',5'''-(1,4,7,10-tetraazacyclododecane-1,4,7,10-tetrayl)tetrakis(furan-2-carboxylic Acid) N1(CCN(CCN(CCN(CC1)C1=CC=C(O1)C(=O)O)C1=CC=C(O1)C(=O)O)C1=CC=C(O1)C(=O)O)C1=CC=C(O1)C(=O)O